ClC1=C(C=C(C=C1)C1=NN(C(=N1)CC(=O)NCC1=CC(=CC=C1)OC)C)F 2-[3-(4-chloro-3-fluorophenyl)-1-methyl-1H-1,2,4-triazol-5-yl]-N-[(3-methoxyphenyl)methyl]acetamide